2-(4-(6-((5-chlorothiazol-2-yl)methoxy)pyridin-2-yl)-2,5-difluorobenzyl)-1-((1-(fluoromethyl)cyclopropyl)methyl)-1H-benzo[d]imidazole-6-carboxylic acid ClC1=CN=C(S1)COC1=CC=CC(=N1)C1=CC(=C(CC2=NC3=C(N2CC2(CC2)CF)C=C(C=C3)C(=O)O)C=C1F)F